(2S,3R,4R,5R)-4-[[3-(3-methoxy-2-pyridinyl)-4,5-dimethyl-5-(trifluoromethyl)tetrahydrofuran-2-carbonyl]amino]pyridine-2-carboxamide COC=1C(=NC=CC1)[C@@H]1[C@H](O[C@]([C@@H]1C)(C(F)(F)F)C)C(=O)NC1=CC(=NC=C1)C(=O)N